N-ethylidenesulfinamide C(C)=NS=O